FC(C1=NC(=NO1)C1=CC=C(C=C1)CNC(CC)=O)(F)F N-[[4-[5-(trifluoromethyl)-1,2,4-oxadiazol-3-yl]phenyl]methyl]propanamide